CSCCCCC[C@@H](C(=O)[O-])[NH3+] The molecule is an L-polyhomomethionine zwitterion obtained by transfer of a proton from the carboxy to the amino group of L-trihomomethionine; major species at pH 7.3. It is a trihomomethionine zwitterion and a L-polyhomomethionine zwitterion. It is a tautomer of a L-trihomomethionine.